S1N=CC(=C1)C1=NN2C(=NC=3C=CC=CC3C2=N1)NC=1C(N=CC=CC1)=O (3R)-3-{[2-(1,2-thiazol-4-yl)[1,2,4]triazolo[1,5-c]quinazolin-5-yl]amino}azepin-2-one